NCCCOC1=C(C(=NN1C(C#N)(C)C)C)[N+](=O)[O-] 2-(5-(3-aminopropoxy)-3-methyl-4-nitro-1H-pyrazol-1-yl)-2-methylpropanenitrile